BrC1=CC(=C(C=C1F)[C@H](C)NC1=NC=CC2=C1CN(C2=O)CC)F 4-[[(1S)-1-(4-bromo-2,5-difluoro-phenyl)ethyl]amino]-2-ethyl-3H-pyrrolo[3,4-c]pyridin-1-one